methyl-1-(4-(methylsulfonyl)phenyl)-2-oxoindoline-5-carbonitrile CC1C(N(C2=CC=C(C=C12)C#N)C1=CC=C(C=C1)S(=O)(=O)C)=O